N-(5-(6-(6-oxa-2-azaspiro[3.4]octan-2-yl)pyridazin-3-yl)-4-((2-(1,1-difluoroethyl)pyrimidin-4-yl)amino)pyridin-2-yl)acetamide C1N(CC12COCC2)C2=CC=C(N=N2)C=2C(=CC(=NC2)NC(C)=O)NC2=NC(=NC=C2)C(C)(F)F